C1(C=CC=C1)[Ti](C1=C(C(=CC=C1F)N1C=CC=C1)F)(C1=C(C(=CC=C1F)N1C=CC=C1)F)C1C=CC=C1 bis(cyclopentadienyl)-bis(2,6-difluoro-3-(pyrrol-1-yl)phenyl)titanium